O1CCN(CC1)CC=1C=CC(=C(C1)C=1C(=NC(=CC1)C=1C=NNC1)C(=O)N)N1CCCCC1 (5-(morpholinomethyl)-2-(piperidin-1-yl)phenyl)-6-(1H-pyrazol-4-yl)pyridineamide